C(=O)C1=CC=C(CCl)C=C1 4-formyl-chlorotoluene